trans-(3R)-1'-(6-Amino-5-fluoropyrimidin-4-yl)-3-(3,5-dichlorophenylamino)-4'-(trifluoromethyl)-1,3'-bipiperidin-2-one NC1=C(C(=NC=N1)N1CC(C(CC1)C(F)(F)F)N1C([C@@H](CCC1)NC1=CC(=CC(=C1)Cl)Cl)=O)F